benzyl 3-cyanobicyclo[1.1.1]pentane-1-carboxylate C(#N)C12CC(C1)(C2)C(=O)OCC2=CC=CC=C2